3-cyclohexyl-1-(6-(2-(benzoyloxyimino)octanoyl)-9-ethyl-carbazol-3-yl)-propane-1,2-dione-2-(O-benzoyloxime) C(C1=CC=CC=C1)(=O)ON=C(C(=O)C=1C=CC=2N(C3=CC=C(C=C3C2C1)C(C(CCCCCC)=NOC(C1=CC=CC=C1)=O)=O)CC)CC1CCCCC1